CN1C(C(CCC1=O)N1C(N(C2=C1C=CC(=C2)C#CCOCCCCCCOCC#C)C)=O)=O 1-methyl-3-[3-methyl-2-oxo-5-(3-[[6-(prop-2-yn-1-yloxy)hexyl]oxy]prop-1-yn-1-yl)-1,3-benzodiazol-1-yl]piperidine-2,6-dione